((1S,2S)-2-(trifluoromethyl) cyclopropyl) carbamate C(N)(O[C@@H]1[C@H](C1)C(F)(F)F)=O